FC1=C(C=CC=C1F)[C@@H]1C[C@@H](C=2N1N=C(N2)S(=O)(=O)C2CC(C2)F)F (5s,7s)-5-(2,3-difluorophenyl)-7-fluoro-2-trans-(3-fluorocyclobutyl)sulfonyl-6,7-dihydro-5H-pyrrolo[1,2-b][1,2,4]triazole